O=C1NC=C(C(N1)=O)C1=CC(=C(N=N1)C)N1CC(CC1)NC(OC(C)(C)C)=O tert-Butyl N-[1-[6-(2,4-dioxo-1H-pyrimidin-5-yl)-3-methyl-pyridazin-4-yl]pyrrolidin-3-yl]carbamate